C(C)(C)(C)OC(N[C@@H]1CN(CCC1)C=1C=NC=CC1)=O.BrC1=CC=2N(C(=C1)OC)N=CC2 5-bromo-7-methoxypyrazolo[1,5-a]pyridine tert-butyl-N-[(3s)-1-(pyridin-3-yl)piperidin-3-yl]carbamate